tert-butyl ((4S,7S)-7-(tert-butyl)-31-chloro-1-(2-nitro-1H-benzo[d]imidazol-1-yl)-5,8,18-trioxo-12,15,22,25-tetraoxa-6,9,19-triazahentriacontan-4-yl)carbamate C(C)(C)(C)[C@H](NC([C@H](CCCN1C(=NC2=C1C=CC=C2)[N+](=O)[O-])NC(OC(C)(C)C)=O)=O)C(NCCOCCOCCC(NCCOCCOCCCCCCCl)=O)=O